FC(C1=NN=C(O1)C1CC2(C1)N(C(CN(C2=O)C2=C(C=C(C#N)C=C2)F)=O)CC2=CC=C(C=C2)C(F)(F)F)F 4-((2s,4s)-2-(5-(difluoromethyl)-1,3,4-oxadiazol-2-yl)-6,9-dioxo-5-(4-(trifluoromethyl)benzyl)-5,8-diazaspiro[3.5]nonan-8-yl)-3-fluorobenzonitrile